CCOC(=O)C(CCC#N)C(=O)OCC diethyl 2-(2-cyanoethyl) malonate